6-Bromo-3-chloro-2-(methyl-sulfanyl)benzaldehyde BrC1=CC=C(C(=C1C=O)SC)Cl